ClC1=C(C=C(C(=O)OC)C=C1)C methyl 4-chloro-3-methylbenzoate